C(C)(=O)OCCN(CCC(=O)OC1C(OCC1)=O)CCOC(C)=O N,N-bis(2-acetoxyethyl)-2-[(2-oxotetrahydrofuran-3-yl)oxycarbonyl]ethanamine